ClC1=C2C=CNC2=CC(=C1)NC1=NC2=C(N1)C=CC(=C2)C=2C=NN(C2)CC2CC2 N-(4-chloro-1H-indol-6-yl)-5-[1-(cyclopropylmethyl)-1H-pyrazol-4-yl]-1H-1,3-benzodiazol-2-amine